COC(=O)C=1NC=C(N1)C(=O)OC.ClCC1=CC=NC2=CC(=CC=C12)C(F)(F)F 4-(chloromethyl)-7-(trifluoromethyl)quinoline dimethyl-imidazoledicarboxylate